4,4',4''-Methylidynetrisphenol C(C1=CC=C(C=C1)O)(C1=CC=C(C=C1)O)C1=CC=C(C=C1)O